S(=O)(=O)=C(C(=O)N)CCC sulfonylpentanamide